1-piperazinoethanone N1(CCNCC1)C(C)=O